methyl ((4-nitrophenyl)sulfonyl)carbamate [N+](=O)([O-])C1=CC=C(C=C1)S(=O)(=O)NC(OC)=O